[C@H]12CC(C[C@H](CCC1)N2)N(C2=NN=C(S2)C2=C(C=C(C=C2)C2=CC(N(C=C2)C)=O)O)C 4-(4-(5-(((1R,3s,5S)-9-azabicyclo[3.3.1]nonan-3-yl)(methyl)amino)-1,3,4-thiadiazol-2-yl)-3-hydroxyphenyl)-1-methylpyridin-2(1H)-one